7-(Pyrrolidin-3-yl)-4,7-diazaspiro[2.5]octane dihydrochloride Cl.Cl.N1CC(CC1)N1CCNC2(CC2)C1